ClCC1=NC=C(C=N1)OC 2-(chloromethyl)-5-methoxypyrimidine